O(O)C(\C(=C/C(=O)O)\C)=O (2Z)-4-hydroperoxy-3-methyl-4-oxobut-2-enoic acid